8-{4-[2-(4-fluorophenyl)propan-2-yl]piperazin-1-yl}-5-methyl-7-nitro-6-oxo-5,6-dihydro-1,5-naphthyridine-2-carbonitrile FC1=CC=C(C=C1)C(C)(C)N1CCN(CC1)C1=C(C(N(C=2C=CC(=NC12)C#N)C)=O)[N+](=O)[O-]